4-((7-bromo-6-methyl-1,5-naphthyridin-4-yl)oxy)aniline BrC1=C(N=C2C(=CC=NC2=C1)OC1=CC=C(N)C=C1)C